8-(6-(N-ethylamino)-3-pyridyl)-1-((2-oxo-1-pyrrolidinyl)propyl)-3-propylxanthine C(C)NC1=CC=C(C=N1)C1=NC=2N(C(N(C(C2N1)=O)CCCN1C(CCC1)=O)=O)CCC